C12(CC1)COC1=C2C(=CC=C1)OC1=CC=C(C=N1)NC(=O)NC=1C(=NC=NC1)Br 1-(6-((2H-spiro[benzofuran-3,1'-cyclopropan]-4-yl)oxy)pyridin-3-yl)-3-(4-bromopyrimidin-5-yl)urea